2,5-dimethylmorpholine-4-carbonyl chloride CC1CN(C(CO1)C)C(=O)Cl